2,6-dimethyl-4-(5-nitro-6-thiocyanopyrimidin-4-yl)morpholine CC1CN(CC(O1)C)C1=NC=NC(=C1[N+](=O)[O-])SC#N